((2S)-2-(difluoromethyl)-4-(4-(trifluoromethyl)phenyl)pyrrolidin-1-yl)-N-(4-(ethylsulfonyl)benzyl)benzamide FC([C@H]1N(CC(C1)C1=CC=C(C=C1)C(F)(F)F)C1=C(C(=O)NCC2=CC=C(C=C2)S(=O)(=O)CC)C=CC=C1)F